FC(S(=O)(=O)OC1=C(C=C(C=C1)\C=C\C1=CC(=CC=C1)OC)C=O)(F)F (E)-2-formyl-4-(3-methoxystyryl)phenyl trifluoromethanesulfonate